FC(C1=CC=C(C=N1)C(C)N1CC2(CC1=O)CCNCC2)(F)F 2-(1-(6-(trifluoromethyl)pyridin-3-yl)ethyl)-2,8-diazaspiro[4.5]decan-3-one